tert-butyl 4-[[4-(4,4,5,5-tetramethyl-1,3,2-dioxaborolan-2-yl)phenyl]methyl]piperidine-1-carboxylate CC1(OB(OC1(C)C)C1=CC=C(C=C1)CC1CCN(CC1)C(=O)OC(C)(C)C)C